2-[6-[3-(Difluoromethyl)-4-fluoro-phenyl]pyrazolo[4,3-b]pyridin-1-yl]-1-(2-pyridyl)ethanone FC(C=1C=C(C=CC1F)C=1C=C2C(=NC1)C=NN2CC(=O)C2=NC=CC=C2)F